C(C1=CC=CC=C1)OC=1C(=C(NC2=CC(=C(C=C2)F)C)C=CC1)C#CC(C)C 3-benzyl-oxy-N-(4-fluoro-3-methyl-phenyl)-2-(3-methylbut-1-ynyl)aniline